FC(C1=CC=C(/C=C/C=2C=C3C=CC=NC3=CC2)C=C1)(F)F (E)-6-(4-(Trifluoromethyl)styryl)quinoline